ClC1=CC(=CC=2COB(C21)O)NC2=NC=C(C(=N2)NC2=CC=CC=C2)C N2-(7-chloro-1-hydroxy-3H-2,1-benzoxaborol-5-yl)-5-methyl-N4-phenyl-pyrimidine-2,4-diamine